OC1=C(C2=CC=CC=C2C=C1)CC1=C(C=CC2=CC=CC=C12)O bis-(2-hydroxynaphthalen-1-yl)-methane